C(C)(C)(C)OC(=O)N([C@@H](CC(=O)OC)C1=C(C=CC(=C1)F)F)CCC(=O)OC Methyl (S)-3-((tert-butoxycarbonyl)(3-methoxy-3-oxopropyl)amino)-3-(2,5-difluorophenyl)propanoate